COC1=CC=C(CN2C=C(N=C(C2=O)C(F)(F)F)C2N(CCC2)CC(=O)O)C=C1 2-(2-(4-(4-methoxybenzyl)-5-oxo-6-(trifluoromethyl)-4,5-dihydropyrazin-2-yl)pyrrolidin-1-yl)acetic acid